C(C)(C)(C)OC(=O)N1CCN(CC1)C1=C(C=C(C=C1)[N+](=O)[O-])CC(=O)O 2-(2-(4-(tert-butoxycarbonyl)piperazin-1-yl)-5-nitrophenyl)acetic acid